CN(CCN(C=1C(=CC(=C(C1)OC)NC1=NC=CC(=N1)N1C=NC2=C1C=CC(=C2)OC)N)C)C N1-(2-(dimethylamino)ethyl)-5-methoxy-N4-(4-(5-methoxy-1H-benzo[d]imidazol-1-yl)pyrimidin-2-yl)-N1-methylbenzene-1,2,4-triamine